C[C@H]1N(CCC1)CCC1CCN(CC1)C(=O)[C@H](CC(C)C)N1C([C@@H](NCC1)CC(C)C)=O (S)-1-[(S)-1-[(4-{2-[(R)-2-Methyl-1-pyrrolidinyl]ethyl}-1-piperidyl)carbonyl]-3-methylbutyl]-3-isobutyl-2-piperazinone